(pyridine-3-yl)terephthalic acid N1=CC(=CC=C1)C1=C(C(=O)O)C=CC(=C1)C(=O)O